Phenyl (4-carbamoylbenzyl)carbamate C(N)(=O)C1=CC=C(CNC(OC2=CC=CC=C2)=O)C=C1